BrC=1C=NN(C1)CCCCN1C=C(C2=CC(=CC(=C12)F)N1CCCC1)F 1-(4-(4-bromo-pyrazol-1-yl)butyl)-3,7-difluoro-5-(pyrrolidin-1-yl)-indole